C1(CCCCC1)C1C(CCCC1)=O 2-cyclohexylcyclohexan-1-one